(R)-2-trifluoromethylpyrrolidine FC([C@@H]1NCCC1)(F)F